N=1C=NN2C1C=C(C=C2)OC2=C(C=C(C=C2)NC2=NC=NC1=CC(=CC(=C21)O[C@]2(C(CN(CC2)C)(F)F)[2H])OC)C |r| (±)-N-(4-([1,2,4]triazolo[1,5-a]pyridin-7-yloxy)-3-methylphenyl)-5-((3,3-difluoro-1-methylpiperidin-4-yl-4-d)oxy)-7-methoxyquinazolin-4-amine